2-methylene-1,3-dioxan-heptane C=C(O)OCCCC